C(C)(C)(C)OC(NCC(=C(F)F)CN1N=CN(C1=O)CC1=C(C=CC=C1)Br)=O [2-[[4-[(2-bromophenyl)methyl]-5-oxo-1,2,4-triazol-1-yl]methyl]-3,3-difluoro-allyl]carbamic acid tert-butyl ester